ClC1=C(N=NC(=C1)C=1C(=NC(=NC1)OC)OC)C 4-chloro-6-(2,4-dimethoxypyrimidin-5-yl)-3-methyl-pyridazine